(((2,7-dibromo-9H-fluorene-9,9-diyl)bis(4,1-phenylene))bis(oxy))bis(tert-butyldimethylsilane) BrC1=CC=2C(C3=CC(=CC=C3C2C=C1)Br)(C1=CC=C(C=C1)O[Si](C)(C)C(C)(C)C)C1=CC=C(C=C1)O[Si](C)(C)C(C)(C)C